IC(C(C)=O)C(C)=O 3-iodo-2,4-pentanedione